ClC=1C=C(C2=C(N=C(O2)CSC=2NC(C3=C(N2)N(N=C3)C3CCOCC3)=O)C1)Cl 6-(((5,7-Dichlorobenzo[d]oxazol-2-yl)methyl)thio)-1-(tetrahydro-2H-pyran-4-yl)-1,5-dihydro-4H-pyrazolo[3,4-d]pyrimidin-4-on